C(=O)C([C@H](N)C(=O)O)(C)C 3-formyl-L-valine